CC(=O)N(OCCl)C dimethyl-chloromethoxyformamide